Cl.N[C@@H](CC(=O)O)CC1=NC(=NO1)C1=CC(=C(C=C1)OC1=NC=C(C=C1F)Cl)F (R)-3-amino-4-(3-(4-((5-chloro-3-fluoropyridin-2-yl)oxy)-3-fluorophenyl)-1,2,4-oxadiazol-5-yl)butanoic acid hydrochloride